ClC1=C(C=CC(=C1)Cl)C[C@H](C[C@H]([C@@H](C(C)(C)C)O)N1N=CNC1=S)C 2-[(2R,4R,5R)-1-(2,4-dichlorophenyl)-5-hydroxy-2,6,6-trimethylhept-4-yl]-2,4-dihydro-3H-1,2,4-triazole-3-thione